C(C)(C)(C)OC(=O)N1N=CC(=C1)N1C(C2=CC=C(C=C2C1)[N+](=O)[O-])=O 4-(5-nitro-1-oxoisoindolin-2-yl)-1H-pyrazole-1-carboxylic acid tert-butyl ester